ClC1=C(C=C(CN2C=CC3=C2N=CN=C3NC3=CC2=C(NC(N2)=O)C=C3)C=C1)F 5-((7-(4-Chloro-3-fluorobenzyl)-7H-pyrrolo[2,3-d]pyrimidin-4-yl)amino)-1,3-dihydro-2H-benzo[d]imidazol-2-one